CN(CCC=1C(=CC(N(C1)C(C(=O)N[C@@H](CC(=O)OCC)C=1C=C(C=C(C1F)C)C1=C(C(=CC=C1C)OC)C)CC(C)C)=O)C(F)(F)F)C Ethyl (3S)-3-(2-(5-(2-(dimethylamino)ethyl)-2-oxo-4-(trifluoromethyl)pyridin-1(2H)-yl)-4-methylpentanamido)-3-(4-fluoro-3'-methoxy-2',5,6'-trimethyl-[1,1'-biphenyl]-3-yl)propanoate